C(C)C(C(C)=O)CC bisethylacetone